(2,5-dihydro-1H-pyrrol-1-yl)(naphthalen-2-yl)methanone N1(CC=CC1)C(=O)C1=CC2=CC=CC=C2C=C1